NC1=C(C=C(CNC(OC(C)(C)C)=O)C=C1)Cl tert-butyl (4-amino-3-chlorobenzyl)carbamate